BrC=1C(=C(C=CC1)N1N=NN(C1=O)C)COC1=NN(C=C1)C1=CC=C(C=C1)Cl 1-[3-bromo-2-[[1-(4-chlorophenyl)pyrazol-3-yl]oxymethyl]phenyl]-4-methyltetrazol-5-one